3-(3-(2-((4-bromo-5-chloro-2-formylphenyl)amino)-2-oxoethyl)phenyl)propanoic acid methyl ester COC(CCC1=CC(=CC=C1)CC(=O)NC1=C(C=C(C(=C1)Cl)Br)C=O)=O